tri-isopropyl-amine C(C)(C)N(C(C)C)C(C)C